Cl.NC1=C(C(=NC=C1)Cl)C(C)=O 1-(4-amino-2-chloropyridin-3-yl)ethan-1-one hydrochloride